The molecule is an omega-hydroxy fatty acid that is trans-undec-2-enoic acid in which one of the hydrogens attached to the terminal methyl group is replaced by a hydroxy group. It is an omega-hydroxy fatty acid, a medium-chain fatty acid, an alpha,beta-unsaturated monocarboxylic acid, a straight-chain fatty acid and a hydroxy monounsaturated fatty acid. It derives from a trans-undec-2-enoic acid. C(CCCCO)CCC/C=C/C(=O)O